N-(p-toluenesulfonyl)-phenylalanine methyl ester COC([C@@H](NS(=O)(=O)C1=CC=C(C)C=C1)CC1=CC=CC=C1)=O